3-(2,2,2-trifluoroethyl)-1,2,4-oxadiazol FC(CC1=NOC=N1)(F)F